4-((4-Hydroxypiperidinyl)methyl)-1H-1,2,3-triazole OC1CCN(CC1)CC=1N=NNC1